(6-hydroxyhexyl)pentanamide OCCCCCCC(C(=O)N)CCC